CC1=CC(=C(C=N1)OC1CCC(CC1)O)C1=CC=2N(C=C1)N=C(C2)NC2=NC(=NC(=C2)C)NC (1r,4r)-4-((6-methyl-4-(2-((6-methyl-2-(methylamino)pyrimidin-4-yl)amino)pyrazolo[1,5-a]pyridin-5-yl)pyridin-3-yl)oxy)cyclohexan-1-ol